(1S,2S)-N-(7-chloro-6-(1-((3S,4S)-4-hydroxy-3-methyltetrahydrofuran-3-yl)piperidin-4-yl)isoquinolin-3-yl)-2-(1-methyl-1H-pyrazol-3-yl)cyclopropane-1-carboxamide ClC1=C(C=C2C=C(N=CC2=C1)NC(=O)[C@@H]1[C@H](C1)C1=NN(C=C1)C)C1CCN(CC1)[C@]1(COC[C@H]1O)C